O.O.O.[Mg].COC1=CC2=C(NC(=N2)[S@@](=O)CC2=NC=C(C(=C2C)OC)C)C=C1 (S)-5-methoxy-2-(((4-methoxy-3,5-dimethyl-2-pyridinyl)methyl)sulfinyl)-1H-benzimidazole magnesium trihydrate